1-acetyl-4-bromo-N-(4-(chlorodifluoromethoxy)phenyl)-3,3-dimethylindoline-6-carboxamide C(C)(=O)N1CC(C2=C(C=C(C=C12)C(=O)NC1=CC=C(C=C1)OC(F)(F)Cl)Br)(C)C